5-bromo-2-(imidazo[1,2-a]pyridin-2-yl)-2,3-dihydro-1H-inden-2-amine BrC=1C=C2CC(CC2=CC1)(N)C=1N=C2N(C=CC=C2)C1